tert-Butyl (tert-butoxycarbonyl)(4-(trimethylstannyl)pyrimidin-2-yl)-carbamate C(C)(C)(C)OC(=O)N(C(OC(C)(C)C)=O)C1=NC=CC(=N1)[Sn](C)(C)C